7-[8-({8-fluoroimidazo[1,2-a]pyridin-6-yl}carbamoyl)quinoxalin-5-yl]-4,7-diazaspiro[2.5]octane-4-carboxylic acid tert-butyl ester C(C)(C)(C)OC(=O)N1C2(CC2)CN(CC1)C1=C2N=CC=NC2=C(C=C1)C(NC=1C=C(C=2N(C1)C=CN2)F)=O